CN1CCN(CC1)CCC1=CC=C(C=C1)C=1C=CC2=C(N(CCCC2)C(N)=S)C1 8-(4-(2-(4-Methylpiperazin-1-yl)ethyl)phenyl)-2,3,4,5-tetrahydro-1H-benzo[b]azepine-1-carbothioamide